C(C)N1C2=CC=C(C=C2C=2C=C(C=CC12)C(C)=NCC(=O)O)C(C1=C(C=CC=C1)C)=O.[N+](=O)([O-])C1=CC=C(C=C1)C(C(C)=O)=O 1-(4-nitrophenyl)propane-1,2-dione [1-[9-ethyl-6-(2-methylbenzoyl)carbazol-3-yl]-ethylideneamino]acetate